ClC1=C2C(=NC=C1OC=1C=NN3C1C=NC=C3)N=C(N2C)NC=2C(N(C=C(C2)C2CC2)CCCN2CCOCC2)=O 3-((7-chloro-1-methyl-6-(pyrazolo[1,5-a]pyrazin-3-yloxy)-1H-imidazo[4,5-b]pyridin-2-yl)amino)-5-cyclopropyl-1-(3-morpholinopropyl)pyridin-2(1H)-one